7-bromo-5-chloro-8-fluoro-3-methylquinazoline-2,4(1h,3h)-dione BrC1=CC(=C2C(N(C(NC2=C1F)=O)C)=O)Cl